I.CS(=O)(=O)C=1NCCN1 2-methylsulfonyl-4,5-dihydro-1H-imidazole hydroiodide